2-((4-((1,3-bis(oleoyloxy)-2-((Oleoyloxy)methyl)propan-2-yl)amino)-4-oxobutyl)dimethylammonio)acetate C(CCCCCCC\C=C/CCCCCCCC)(=O)OCC(COC(CCCCCCC\C=C/CCCCCCCC)=O)(COC(CCCCCCC\C=C/CCCCCCCC)=O)NC(CCC[N+](CC(=O)[O-])(C)C)=O